1,8-diazaspiro[4.5]decane-1-carboxamide N1(CCCC12CCNCC2)C(=O)N